ClC=1NC(=C2N=CN=C2N1)Cl 2,6-dichloro-1H-purine